2-(6-methyl-3-pyridyl)acetaldehyde CC1=CC=C(C=N1)CC=O